C[C@@H]1CC[C@@H]2C[C@H]1C2(C)C (1R)-(+)-trans-pinane